4-((4-aminophenyl)thio)-2-propylbenzenamine NC1=CC=C(C=C1)SC1=CC(=C(C=C1)N)CCC